FC=1C=C(CO)C=CC1O 3-Fluoro-4-hydroxybenzyl alcohol